FC(C=1C(=C(C=CC1)\C=N\[S@@](=O)C(C)(C)C)F)F (S)-N-[(1E)-[3-(difluoromethyl)-2-fluorophenyl]methylidene]-2-methylpropane-2-sulfinamide